6-(3-chloro-4-methyl-phenyl)-5-[4-[(3S)-1-(3-fluoropropyl)pyrrolidin-3-yl]oxyphenyl]-8,9-dihydro-7H-benzo[7]annulen-2-ol ClC=1C=C(C=CC1C)C1=C(C2=C(CCC1)C=C(C=C2)O)C2=CC=C(C=C2)O[C@@H]2CN(CC2)CCCF